CN1C(N(C2=C1C=CC=C2)CC2=CC(=CC=C2)OC(F)(F)F)=O 1-methyl-3-(3-(trifluoromethoxy)benzyl)-1,3-dihydro-2H-benzo[d]imidazol-2-one